[SiH3]C1CO1 silyl ethylene oxide